4-((2-(2-((4-((6-chloropyridin-3-yl)methoxy)-3-methoxybenzyl)(3,4-dimethoxyphenethyl)amino)ethoxy)ethyl)amino)-2-(2,6-dioxopiperidin-3-yl)isoindoline-1,3-dione ClC1=CC=C(C=N1)COC1=C(C=C(CN(CCOCCNC2=C3C(N(C(C3=CC=C2)=O)C2C(NC(CC2)=O)=O)=O)CCC2=CC(=C(C=C2)OC)OC)C=C1)OC